CN1C[C@H]2N(C3=C(OC2)C=C(C=C3)B3OC(C(O3)(C)C)(C)C)CC1 (R)-3-methyl-8-(4,4,5,5-tetramethyl-1,3,2-dioxaborolan-2-yl)-1,2,3,4,4a,5-hexahydrobenzo[b]pyrazino[1,2-d][1,4]oxazine